C(C)(=O)O[C@@H](COC(C)=O)[C@@H]1C[C@@H]2[C@@H](OC(O2)(C)C)O1 (S)-1-((3aR,5S,6aR)-2,2-Dimethyltetrahydrofuro[2,3-d][1,3]dioxol-5-yl)ethane-1,2-diyl diacetate